CSC1=CC=C(C=C1)C(C=CC1=C(C(=C(C(=C1)C)C(=O)O)C)OC(C)C)=O 1-(4-methylthiophenyl)-3-(3,5-dimethyl-4-carboxydimethylmethoxyphenyl)prop-2-en-1-one